CC1(OB(OC1(C)C)C1=CC(=CC=C1)C#CC=1SC(=CC1)C)C 4,4,5,5-tetramethyl-2-[3-[2-(5-methyl-2-thienyl)ethynyl]phenyl]-1,3,2-dioxaborolane